3-bromo-4-(((3R,4S)-4-((4-chlorophenyl)sulfonyl)-3-hydroxy-3-(hydroxymethyl)pyrrolidin-1-yl)sulfonyl)benzonitrile BrC=1C=C(C#N)C=CC1S(=O)(=O)N1C[C@]([C@H](C1)S(=O)(=O)C1=CC=C(C=C1)Cl)(CO)O